COC(=O)[C@@]12CN(C[C@]2(C1)C(F)(F)F)C=1C=2N(C(=CC1)C#N)N=CC2 (1S,5R)-3-(7-cyanopyrazolo[1,5-a]pyridin-4-yl)-5-(trifluoromethyl)-3-azabicyclo[3.1.0]hexane-1-carboxylic acid methyl ester